(1R,4s)-4-(8-(2,4-dichloro-6-fluorophenylamino)-2-((1S,3S)-3-hydroxycyclohexylamino)-9H-purin-9-yl)cyclohexanecarboxamide ClC1=C(C(=CC(=C1)Cl)F)NC=1N(C2=NC(=NC=C2N1)N[C@@H]1C[C@H](CCC1)O)C1CCC(CC1)C(=O)N